keto-xylose O=C[C@H](O)[C@@H](O)[C@H](O)CO